N1(N=CN=C1)CC(C(=O)NC1CCN(CC1)C1=NC(=NC=C1)Cl)C(C(C)C)=O 2-((1H-1,2,4-triazol-1-yl)methyl)-N-(1-(2-chloropyrimidin-4-yl)piperidin-4-yl)-4-methyl-3-oxopentanamide